Cl.[C@H]12CN(C[C@H](CC1)N2)C=2C1=C(N=C(N2)OCC23CCCN3CCC2)C=C(C=N1)C1=CC=CC2=CC=CC(=C12)Cl 4-((1R,5S)-3,8-Diazabicyclo[3.2.1]octan-3-yl)-7-(8-chloronaphthalen-1-yl)-2-((tetrahydro-1H-pyrrolizin-7a(5H)-yl)methoxy)pyrido[3,2-d]pyrimidine hydrochloride